C(C)(C)(C)C1=CC=C(C=C1)CS 4-tert-butylphenyl-methanethiol